N1(C=NC=C1)CC=1OC(=NN1)C=1C=C2C(=C(NC2=CC1)C1=CC(=NC=C1)C)C(C)C 2-((1H-imidazol-1-yl)methyl)-5-(3-isopropyl-2-(2-methylpyridin-4-yl)-1H-indol-5-yl)-1,3,4-oxadiazole